6-chloro-N2-methyl-N2,N4-diphenyl-1,3,5-triazine-2,4-diamine ClC1=NC(=NC(=N1)N(C1=CC=CC=C1)C)NC1=CC=CC=C1